FC(C(=O)O)(F)F.ClC=1C=C(C=CC1C(=O)N1CCN(CC1)C([C@@H]1NCCC1)=O)NC(=O)C=1N(C(=CN1)C1=C(C(=C(C=C1)OCC#N)F)F)C (R)-N-(3-chloro-4-(4-prolylpiperazine-1-carbonyl)phenyl)-5-(4-(cyanomethoxy)-2,3-difluorophenyl)-1-methyl-1H-imidazole-2-carboxamide 2,2,2-trifluoroacetate